C(C)(C)(C)[Si](C)(C)OCC1COCC=C1 tert-butyl-(3,6-dihydro-2H-pyran-3-ylmethoxy)-dimethyl-silane